CC1(C2=CC=CC=C2C=2C=C(C=CC12)C(=O)OC)C methyl 9,9-dimethyl-9H-fluorene-3-carboxylate